FC1([C@H]2C[C@@H](C[C@@H](C1)N2)N(C2=CC=C(N=N2)C2=C(C=C1C=CC=NC1=C2)O)C)F 7-(6-(((1S,3R,5R)-6,6-difluoro-8-azabicyclo[3.2.1]octan-3-yl)(methyl)amino)pyridazin-3-yl)quinolin-6-ol